3-(azidomethyl)-3-(3-bromophenyl)-oxetane N(=[N+]=[N-])CC1(COC1)C1=CC(=CC=C1)Br